FC=1C=C(C=C(C1)F)[C@@H]1N(OCC1)C1=CC(=NC=N1)NC1=C(C=C(C(=C1)C)N1CCC(CC1)N1CCN(CC1)C)OC (R)-6-(3-(3,5-difluorophenyl)isoxazolidin-2-yl)-N-(5-methyl-2-methoxy-4-(4-(4-methylpiperazin-1-yl)piperidin-1-yl)phenyl)pyrimidin-4-amine